CC1=NC=CC(=C1)N1CC(CCC1=O)C(=O)O 1-(2-methyl-4-pyridinyl)-6-oxo-piperidine-3-carboxylic acid